C(C=CCCCCCCCCCCC)(=O)[O-].[Ho+3].C(C=CCCCCCCCCCCC)(=O)[O-].C(C=CCCCCCCCCCCC)(=O)[O-] holmium tetradecenoate